FC1=CC=C(C=C1)NC(C(C)C1=NC=2CCCN(C2C=C1)C1=NC(=NC=C1)C)=O N-(4-fluorophenyl)-2-(5-(2-methylpyrimidin-4-yl)-5,6,7,8-tetrahydro-1,5-naphthyridin-2-yl)propanamide